N-[(S)-1-(4-chloro-3-methoxyphenyl)ethyl]-4-[(S)-5-methyl-1,4-diazepan-1-yl]-8-cyclopropyl-6-methyl-1,7-diaza-3-naphthamide ClC1=C(C=C(C=C1)[C@H](C)NC(=O)C=1C=NC2=C(N=C(C=C2C1N1CCN[C@H](CC1)C)C)C1CC1)OC